C1(=CC=CC=C1)[C@@H]([C@@H](NC[C@H]1NCCC1)C1=CC=CC=C1)NS(=O)(=O)C1=CC=C(C=C1)C N-((1S,2S)-1,2-Diphenyl-2-((((S)-pyrrolidin-2-yl)methyl)amino)ethyl)-4-methylbenzenesulfonamide